(3R,11aS)-7-((3-fluoro-4-((2-(trifluoromethyl)pyridin-4-yl)oxy)benzyl)oxy)-3,4-dihydro-1H,9H,11H-3,11a-methanopyrimido[6',1':2,3]imidazo[5,1-c][1,4]oxazin-9-one FC=1C=C(COC2=NC(N3C(N4[C@]5(CO[C@@H](C4)C5)C3)=C2)=O)C=CC1OC1=CC(=NC=C1)C(F)(F)F